2-[1-14C]-deoxyglucose O=[14CH]C[C@@H](O)[C@H](O)[C@H](O)CO